N-benzyl-4-((4-(4-(hydroxyamino)-4-oxobutyl)piperazin-1-yl)methyl)benzamide C(C1=CC=CC=C1)NC(C1=CC=C(C=C1)CN1CCN(CC1)CCCC(=O)NO)=O